tetramethylazabenzotriazole CN1C=CC=C2N(N(N(C21)C)C)C